(Z)-2-(2,6-dioxopiperidin-3-yl)-N'-hydroxy-1-oxoisoindoline-5-carboximidamide O=C1NC(CCC1N1C(C2=CC=C(C=C2C1)/C(/N)=N/O)=O)=O